C(C)(=O)C1=CC=CC(=N1)NC=1C(=C(N=NC1)C(=O)NC)NC1=C(C(=CC=C1)C1=NN(C=N1)C)OC ((6-acetylpyridin-2-yl)amino)-4-((2-methoxy-3-(1-methyl-1H-1,2,4-triazol-3-yl)phenyl)amino)-N-methylpyridazine-3-carboxamide